(Z)-2-(5-cyclopentyl-2-methyl-phenoxy)-3-methoxy-prop-2-enoic acid methyl ester COC(/C(=C/OC)/OC1=C(C=CC(=C1)C1CCCC1)C)=O